FC(CCOC(C1=C(N=C(C=C1)OCCC(F)(F)F)N)=O)(F)F 2-amino-6-(3,3,3-trifluoropropoxy)nicotinic acid 3,3,3-trifluoropropyl ester